FC(OC1=NC(=CC=C1NC(N(C1=C(C=CC=C1)C(C)C)C1CCN(CC1)C(=O)OC(C)(C)C)=O)C)F tert-butyl 4-(3-(2-(difluoromethoxy)-6-methylpyridin-3-yl)-1-(2-isopropylphenyl)ureido)piperidine-1-carboxylate